ethyl 2-(N-(4'-chloro-6-((4-(4,4-difluoropiperidin-1-yl)-6-methylpyrimidin-2-yl)carbamoyl)-[1,1'-biphenyl]-3-yl)sulfamoyl)acetate ClC1=CC=C(C=C1)C1=CC(=CC=C1C(NC1=NC(=CC(=N1)N1CCC(CC1)(F)F)C)=O)NS(=O)(=O)CC(=O)OCC